OC1=C(C=C(C=C1C)CBr)N1N=C2C(=N1)C=CC=C2 2-(2-hydroxy-5-bromomethyl-3-methylphenyl)-benzotriazole